N-(2-ethylbutyl)-bicyclo[2.2.1]Hept-5-ene-2,3-dicarboximide C(C)C(CN1C(=O)C2C3C=CC(C2C1=O)C3)CC